OCCC1=C(C=CC=C1N)N β-hydroxyethyl-1,3-diaminobenzene